C(#C)C1(CCCCC1)N 1-ethynylcyclohexylamine